tert-butyl 4-[(3aR,4R,6aR)-2,2-dimethyl-6-oxo-tetrahydrocyclopenta[d][1,3]dioxol-4-yl]-3-methylpiperidine-1-carboxylate CC1(O[C@H]2[C@@H](O1)C(C[C@@H]2C2C(CN(CC2)C(=O)OC(C)(C)C)C)=O)C